BrC=1C=C(C=C(C1)F)C1=CC(=CC=C1)N1CCN(CC1)C(C)(C)C 3-bromo-3'-(4-(tert-butyl)piperazin-1-yl)-5-fluoro-[1,1'-biphenyl]